1-(2-chloroethyl)piperazine hydrochloride Cl.ClCCN1CCNCC1